BrC1=CC=C(C=C1)SC1=CC(=NC=C1)C#N 4-((4-bromophenyl)thio)pyridinenitrile